(2R)-2-({2-chloro-5H,6H,7H-cyclopenta[d]pyrimidin-4-yl}(methyl)amino)-N-cyclohexylpropanamide ClC=1N=C(C2=C(N1)CCC2)N([C@@H](C(=O)NC2CCCCC2)C)C